C(C)OC(=O)C=1N(C=C(C(C1C1=CC=C(C=C1)F)=O)C(NC1=CC(=C(C=C1)C=1C(=NC=C(C1)C1=CC(=C(C=C1)OC)OC)N)F)=O)C(C)C 5-((4-(2-amino-5-(3,4-dimethoxyphenyl)pyridin-3-yl)-3-fluorophenyl)carbamoyl)-3-(4-fluorophenyl)-1-isopropyl-4-oxo-1,4-dihydropyridine-2-carboxylic acid ethyl ester